BrC1=C2C(=CN=C1)NCC2 4-bromo-2,3-dihydro-1H-pyrrolo[2,3-c]pyridine